C1(=CC=CC=C1)CCC(=O)OCC1=C(C=CC=C1)NC(CC1=CC=C(C=C1)O)=O (2S)-2-[2-(4-hydroxyphenyl) acetamido]-benzyl 3-phenylpropionate